[N+](=O)([O-])C1=CC=C(CNO)C=C1 N-(4-nitrobenzyl)hydroxylamine